FC1=C(C(=C(C(=C1O)F)F)C(C)(C)O)F tetrafluoro-4-(2-hydroxypropan-2-yl)phenol